rac-4-nitro-3-((spiro[bicyclo[4.1.0]heptane-3,2'-[1,3]dioxolan]-1-ylmethyl)amino)benzonitrile [N+](=O)([O-])C1=C(C=C(C#N)C=C1)NCC12CC3(OCCO3)CCC2C1